FC1=C(C(=CC=C1)F)C=1NC2=C(C3=C(N1)C(=NN3)C)C=C(N=C2C)N2C[C@@H](OCC2)CO (R)-(4-(5-(2,6-difluorophenyl)-3,7-dimethyl-1,6-dihydropyrazolo[4,3-d]pyrido[4,3-f][1,3]diazepin-9-yl)morpholin-2-yl)methanol